[5-cyclopropyl-2-[3-methyl-6-(trifluoromethyl)imidazo[4,5-c]pyridin-2-yl]-3-pyridyl]-ethyl-imino-oxo-λ6-sulfane C1(CC1)C=1C=C(C(=NC1)C1=NC2=C(C=NC(=C2)C(F)(F)F)N1C)S(=O)(=N)CC